4-(((3s,4r)-1-((2-chlorophenyl)sulfonyl)-4-hydroxy-4-(hydroxymethyl)pyrrolidin-3-yl)oxy)-2-fluorobenzonitrile ClC1=C(C=CC=C1)S(=O)(=O)N1C[C@@H]([C@@](C1)(CO)O)OC1=CC(=C(C#N)C=C1)F